5-[3-(2-methoxypropyl)-2-methylbenzimidazol-5-yl]-1,3-dimethylpyridin-2-one COC(CN1C(=NC2=C1C=C(C=C2)C=2C=C(C(N(C2)C)=O)C)C)C